ClC1=C(C#N)C=C(C(=C1)O[C@H]1[C@H](CCC1)F)[N+](=O)[O-] 2-chloro-4-(((1r,2s)-2-fluorocyclopentyl)oxy)-5-nitrobenzonitrile